tert-butyl 3-(4-((3-(4-bromophenyl)propyl)amino)-6-methylthieno[2,3-d]pyrimidin-2-yl)azetidine-1-carboxylate BrC1=CC=C(C=C1)CCCNC=1C2=C(N=C(N1)C1CN(C1)C(=O)OC(C)(C)C)SC(=C2)C